(S)-3-(1-((5-acetyl-6-aminopyrimidin-4-yl)amino)ethyl)-4,8-dichloro-2-phenylisoquinolin-1(2H)-one C(C)(=O)C=1C(=NC=NC1N)N[C@@H](C)C=1N(C(C2=C(C=CC=C2C1Cl)Cl)=O)C1=CC=CC=C1